tert-butyl 4-[4-[5-[(5-cyanopyrazin-2-yl)amino]-1H-pyrazol-3-yl]-3-methoxy-phenyl]-4-fluoro-piperidine-1-carboxylate C(#N)C=1N=CC(=NC1)NC1=CC(=NN1)C1=C(C=C(C=C1)C1(CCN(CC1)C(=O)OC(C)(C)C)F)OC